C(C1=CC=CC=C1)OC1=CC=C2C(C(=COC2=C1)C=O)=O 7-benzyloxy-3-formylchromone